SC(CC(=O)OCC(O)CO)(S)S glycerol trimercapto-propionate